NC1=NC(=C(C=C1C=1C=C2CCNC(C2=CC1)=O)C1=CC=C(C=C1)N1CCN(CC1)C[C@@H](C)OC)F (R)-6-(2-amino-6-fluoro-5-(4-(4-(2-methoxypropyl)piperazin-1-yl)phenyl)pyridin-3-yl)-3,4-dihydroisoquinolin-1(2H)-one